C1(=CC=CC=C1)[C@@H](C)OC(=O)N1CCN(CC1)C1=CN=C2N1C=NC(=C2)C=2C=NN(C2)C (R)-4-(7-(1-methyl-1H-pyrazol-4-yl)imidazo[1,2-c]pyrimidin-3-yl)piperazine-1-carboxylic acid 1-phenylethyl ester